C(CCCCCCC)C1(C2=CC=CC=C2C=2C=CC(=CC12)OB(O)O)CCCCCCCC 9,9-dioctyl-2-fluorenylboric acid